C(C)(C)(C)N1C[C@H]([C@@H](C1)C1=CC=C(C=C1)Cl)C(=O)N1C[C@H](C[C@H]1C(=O)N1CCOCC1)N(C(C(C(C)C)C)=O)C1CCC(CC1)C N-((3S,5S)-1-((3S,4R)-1-(tert-butyl)-4-(4-chlorophenyl)pyrrolidine-3-carbonyl)-5-(morpholine-4-carbonyl)pyrrolidin-3-yl)-2,3-dimethyl-N-((1s,4R)-4-methylcyclohexyl)butanamide